C(=C/C=C/C=C)/C1=CC=CC=C1 ((1Z,3E)-hexa-1,3,5-trien-1-yl)benzene